N-(1-(4-Aminophenyl)-2-(tert-butylamino)-2-oxoethyl)-N-(3-chloro-4-methoxy-phenyl)propiolamide NC1=CC=C(C=C1)C(C(=O)NC(C)(C)C)N(C(C#C)=O)C1=CC(=C(C=C1)OC)Cl